2-{3-[(2,6-dioxopiperidin-3-yl)carbamoyl]-2-ethylphenoxy}acetic acid O=C1NC(CCC1NC(=O)C=1C(=C(OCC(=O)O)C=CC1)CC)=O